FC(OC1=CC=C(C=C1)N1CC2=C(C1)CN(C2)C2CC(OC2)=O)(F)F 4-{5-[4-(trifluoromethoxy)phenyl]-1H,2H,3H,4H,5H,6H-pyrrolo[3,4-c]pyrrol-2-yl}oxolan-2-one